C(C1=CC=CC=C1)[C@@H]1N(C(OC1)=O)C([C@H](CCC)C([2H])([2H])[2H])=O (S)-4-benzyl-3-((S)-2-(methyl-d3)pentanoyl)oxazolidin-2-one